Cl.O[C@@H]1C[C@H](NC1)C(=O)OCC1=CC(=NC(=C1)Cl)Cl (2,6-Dichloropyridin-4-yl)methyl (2S,4R)-4-hydroxypyrrolidine-2-carboxylate hydrochloride